(E)-3-(isoquinolin-6-yl)-1-(4-methoxyphenyl)prop-2-en-1-one C1=NC=CC2=CC(=CC=C12)/C=C/C(=O)C1=CC=C(C=C1)OC